4-Ethyl-6-((5-fluoro-4-(4-fluoro-2-methoxyphenyl)pyrimidin-2-yl)amino)-8-((4-cyclopropylformylpiperazin-1-yl)methyl)-2H-benzo[b][1,4]oxazin-3(4H)-one C(C)N1C2=C(OCC1=O)C(=CC(=C2)NC2=NC=C(C(=N2)C2=C(C=C(C=C2)F)OC)F)CN2CCN(CC2)C(=O)C2CC2